2-(hydroxymethyl)piperidine-1-carboxylate OCC1N(CCCC1)C(=O)[O-]